CC1=NN(C=2C1=NC(=CC2NCC2=NN(C=N2)C)C=2C(=NC=CC2)OCCC)[C@H](CC)C (S)-3-methyl-1-[1-methylpropyl]-N-[(1-methyl-1,2,4-triazol-3-yl)methyl]-5-(2-propoxy-3-pyridinyl)pyrazolo[4,3-b]pyridin-7-amine